2-[(2S,4R)-4-fluoro-2-{[(S)-[3-fluoro-4-(propan-2-yl)phenyl](phenyl)methyl]carbamoyl} pyrrolidin-1-yl]-2-oxoethyl N,N-dimethylcarbamate CN(C(OCC(=O)N1[C@@H](C[C@H](C1)F)C(N[C@@H](C1=CC=CC=C1)C1=CC(=C(C=C1)C(C)C)F)=O)=O)C